3-(1H-pyrazol-5-yl)-1H-pyrazolo[4,3-b]pyridine N1N=CC=C1C1=NNC=2C1=NC=CC2